S1C(CCN2[C@H]1CC2=O)=O cephamone